tert-butyl (S)-1-cyano-3,3-dimethylbutylcarbamate C(#N)[C@H](CC(C)(C)C)NC(OC(C)(C)C)=O